C(N)(OC(C)(C)C)=O.C(N)(OC1=NC=CC(=C1F)C1=NC(=C(C=C1)O)C(C(C(=O)C1CCN(CC1)C(C)C)C)=O)=O tert-Butyl (3'-fluoro-5-hydroxy-6-(3-(1-isopropylpiperidin-4-yl)-2-methyl-3-oxopropanoyl)-[2,4'-bipyridin]-2'-yl) dicarbamate